N=1NC=C2C1CNCC2 2,4,5,7-tetrahydro-6H-pyrazolo[3,4-c]pyridin